di-(3-hydroxybutyroyl)peroxide OC(CC(=O)OOC(CC(C)O)=O)C